2-((4,6-bis(trifluoromethyl)pyridin-2-yl)amino)-1-(5,6-dihydro-[1,2,4]triazolo[4,3-a]pyrazin-7(8H)-yl)ethan-1-one FC(C1=CC(=NC(=C1)C(F)(F)F)NCC(=O)N1CC=2N(CC1)C=NN2)(F)F